C(C)(C)N1C(=NN=C1)C=1C=C2C(=NNC2=CC1)C=1C=C(OC[C@@H]2CNCCO2)C=CC1 (S)-2-((3-(5-(4-isopropyl-4H-1,2,4-triazol-3-yl)-1H-indazol-3-yl)phenoxy)methyl)morpholine